(7-CHLORO-1-BENZOTHIOPHEN-2-YL)BORANEDIOL ClC1=CC=CC=2C=C(SC21)B(O)O